6'-(benzo[c][1,2,5]thiadiazole-4,7-diylbis([2,2'-bithiophene]-5',5-diyl))bis(2,5-bis(2-ethylhexyl)-3-(thiophen-2-yl)-2,5-dihydropyrrolo[3,4-c]pyrrole-1,4-dione) N=1SN=C2C1C(=CC=C2C2=CC=C(S2)C=2SC(=CC2)C=2N(C(C=1C2C(N(C1C=1SC=CC1)CC(CCCC)CC)=O)=O)CC(CCCC)CC)C1=CC=C(S1)C=1SC(=CC1)C=1N(C(C=2C1C(N(C2C=2SC=CC2)CC(CCCC)CC)=O)=O)CC(CCCC)CC